O=C1NC(CCC1N1C(C2=CC=C(C=C2C1=O)CNC(C(CC1=CC=C(C=C1)C(F)(F)F)=O)=O)=O)=O N-((2-(2,6-dioxopiperidin-3-yl)-1,3-dioxoisoindolin-5-yl)methyl)-2-oxo-3-(4-(trifluoromethyl)phenyl)propanamide